FC1=CC=C(C=C1)C=1C=C2C(=CC(=NC2=CC1C)C)O 6-(4-fluorophenyl)-2,7-dimethylquinolin-4-ol